O[C@@H](CONC(=O)C1=C(N(C2=NC=CC=C21)C)NC2=C(C=C(C=C2)I)F)CO (R)-N-(2,3-dihydroxypropoxy)-2-((2-fluoro-4-iodophenyl)amino)-1-methyl-1H-pyrrolo[2,3-b]pyridine-3-carboxamide